CN1CCN(CC1)C=1C=C(C=CC1)SC=1C=CCCC1 5-((3-(4-methylpiperazin-1-yl)phenyl)thio)-1H-benzol